4-((1H-1,2,3-triazol-1-yl)methyl)benzaldehyde N1(N=NC=C1)CC1=CC=C(C=O)C=C1